[Cl-].COC=1N=C(SC1)[Zn+] (4-Methoxythiazol-2-yl)zinc (II) chloride